2-(2,2,2-trifluoroethoxy)ethan-1-amine FC(COCCN)(F)F